C(C)(C)(C)OC(=C(OC(C)(C)C)OC(C)(C)C)[SiH3] tri(tert-butoxy)vinylsilane